C(C)(C)(C)OC(C(C)(C)O\N=C(/C(CC=1SC2=C(N1)C=CC=C2)=O)\C=2N=C(SC2)N)=O.C(C2=CC=CC=C2)OC2=C(C(=CC(=C2)OC(F)(F)F)C)I 1-(Benzyl-oxy)-2-iodo-3-methyl-5-(trifluoromethoxy)benzene tert-butyl-(Z)-2-(((1-(2-aminothiazol-4-yl)-3-(benzo[d]thiazol-2-yl)-2-oxopropylidene)amino)oxy)-2-methylpropionate